2-(5-(1-ethoxyvinyl)thiophen-2-yl)-2-methylmorpholin-3-one C(C)OC(=C)C1=CC=C(S1)C1(C(NCCO1)=O)C